SC(CSCCC)CC 3-((2-mercaptobutyl)thio)propane